NC1CC(C1)NC(=O)N1CCN(CC1)C(C1=C(C=C(C=C1)NC(=O)C=1N(C(=CN1)C=1C(=NN(C1)CC(F)F)C(F)(F)F)C)F)=O rac-N-((1s,3s)-3-aminocyclobutyl)-4-(4-(5-(1-(2,2-difluoroethyl)-3-(trifluoromethyl)-1H-pyrazol-4-yl)-1-methyl-1H-imidazole-2-carboxamido)-2-fluorobenzoyl)piperazine-1-carboxamide